C(C=C)(=O)N1C[C@@H](N(CC1)C=1C2=C(N(C(N1)=O)C1=C(C=CC=C1S(=O)(=O)C)C(C)C)N=C(C(=C2)F)C2=C(C=C(C#N)C=C2)Cl)C (S)-4-(4-(4-acryloyl-2-methylpiperazin-1-yl)-6-fluoro-1-(2-isopropyl-6-(methylsulfonyl)phenyl)-2-oxo-1,2-dihydropyrido[2,3-d]pyrimidin-7-yl)-3-chlorobenzonitrile